CC=1C=C(C=C(C1N)C)C1=CC(=C(N)C(=C1)C)C L-3,3',5,5'-tetramethyl-benzidine